COC1=CC=C(C=N1)CN1C(C2=CC=C(C=C2C=N1)SC1=CC=CC=C1)=O 2-((6-methoxypyridin-3-yl)methyl)-6-(phenylsulfanyl)phthalazin-1(2H)-one